FC1=C(COC=2C=C(C=CC2)N)C=CC=C1 3-(2-fluorobenzyloxy)phenylamine